C(C)(C)(C)OC(=O)N1C[C@@H]2N(CC1)C(N(C2)C21CC(C2)(C1)COC)=O (R)-2-(3-(methoxymethyl)bicyclo[1.1.1]Pentane-1-yl)-3-oxohexahydroimidazo[1,5-a]Pyrazine-7(1H)-carboxylic acid tert-butyl ester